m-methoxyphenyl-phosphine (R)-1-cyclopentylethyl-(4-(5-amino-6-methylpyridin-2-yl)-1-methyl-1H-1,2,3-triazol-5-yl)carbamate C1(CCCC1)[C@@H](C)N(C(O)=O)C1=C(N=NN1C)C1=NC(=C(C=C1)N)C.COC=1C=C(C=CC1)P